C(C)C=1C(NC=2C=C(C=NC2C1)CN1CC(C1)CNC=1C=CC(=NC1C)C(=O)NC)=O 5-(((1-((7-ethyl-6-oxo-5,6-dihydro-1,5-naphthyridin-3-yl)methyl)azetidin-3-yl)methyl)amino)-N,6-dimethylpicolinamide